CC1=CC(NC=2N=C(N=CC21)NC)=O 5-methyl-2-(methylamino)pyrido[2,3-d]pyrimidin-7(8H)-one